CN1CCN(CC1)C1=CC=C(C=C1)\C=C\C(=O)C1=C(C=C(C(=C1OC)OC)OC)O 4-(4-methylpiperazin-1-yl)-2'-hydroxy-4',5',6'-trimethoxychalcone